4-(((s)-1-phenylethyl)amino)pyrrolidine-1-carboxylate C1(=CC=CC=C1)[C@H](C)NC1CCN(C1)C(=O)[O-]